(E)-6-(4-Fluorostyryl)nicotinic acid methyl ester COC(C1=CN=C(C=C1)\C=C\C1=CC=C(C=C1)F)=O